OCCN1CCN(CC1)CCNC=C1C(C(C(CC1=O)C1=CC=CC=C1)C(=O)OCC)=O ethyl 3-(((2-(4-(2-hydroxyethyl) piperazin-1-yl)ethyl)amino) methylene)-2,4-dioxo-6-phenylcyclohexane-1-carboxylate